CC1=NC(=CC=C1O[C@@H]1C[C@H](CCC1)C(=O)O)C=1N=NN(C1CNC1=NC=CC(=N1)OCC1(COC1)C)C (1S,3S)-3-((2-methyl-6-(1-methyl-5-(((4-((3-methyloxetan-3-yl)methoxy)pyrimidin-2-yl)amino)methyl)-1H-1,2,3-triazol-4-yl)pyridin-3-yl)oxy)cyclohexane-1-carboxylic acid